bis(4-(bromomethyl)phenyl)methanol BrCC1=CC=C(C=C1)C(O)C1=CC=C(C=C1)CBr